BrC1=C(C=CC(=C1)C1=CC=CC=C1)C1=CC=CC=C1 2'-bromo-p-terphenyl